4-CHLORO-1-(CYCLOPROPYLMETHYL)-PYRROL-3-YLBORONIC ACID ClC=1C(=CN(C1)CC1CC1)B(O)O